C(C)(C)(C)OC(=O)N1CCC2(CC1)[C@@](C1=CC=CC=C1C2)(C)N[S@](=O)C(C)(C)C (R)-1-(((R)-tert-butylsulfinyl)amino)-1-methyl-1,3-dihydrospiro[indene-2,4'-piperidine]-1'-carboxylic acid tert-butyl ester